1,3-di-tert-butyl-2,5-bis(2,2,2-trifluoroethoxy)benzene C(C)(C)(C)C1=C(C(=CC(=C1)OCC(F)(F)F)C(C)(C)C)OCC(F)(F)F